OC=1C(=NC=CC1OC)C(=O)N[C@@H](C)C(=O)O[C@@H](C)[C@@H](C(C)C)C1=C(C=C(C=C1)F)C (2S,3S)-3-(4-fluoro-2-methylphenyl)-4-methylpentan-2-yl (3-hydroxy-4-methoxypicolinoyl)-L-alaninate